CC([C@@H](C(=O)N1[C@@H](C[C@H](C1)O)C(=O)N[C@@H](C)C1=CC=C(C=C1)C1=C(N=CS1)C)NC(CCCCCNC(=O)[C@@H]1CNCC1)=O)(C)C (2S,4R)-1-((S)-3,3-dimethyl-2-(6-((S)-pyrrolidine-3-carboxamido)hexanamido)butanoyl)-4-hydroxy-N-((S)-1-(4-(4-methylthiazol-5-yl)phenyl)ethyl)pyrrolidine-2-carboxamide